NC(C#N)C1COCC1 2-amino-2-tetrahydrofuran-3-yl-acetonitrile